perfluorocystine FC([C@@](C(=O)O)(N(F)F)F)(SSC([C@@](C(=O)O)(N(F)F)F)(F)F)F